5,8-Dihydronaphthalen-1-amine C1(=CC=CC=2CC=CCC12)N